N-(3-fluoro-4-((7-(2-(3-hydroxyazetidin-1-yl)ethoxy)-6-methoxyquinolin-4-yl)oxy)phenyl)-5-(4-fluorophenyl)-6-oxo-2,3,5,6-tetrahydrofuro[3,2-c]pyridine-7-carboxamide FC=1C=C(C=CC1OC1=CC=NC2=CC(=C(C=C12)OC)OCCN1CC(C1)O)NC(=O)C1=C2C(=CN(C1=O)C1=CC=C(C=C1)F)CCO2